phenylpropionic acid, hydroxymethyl ester C1(=CC=CC=C1)C(C(=O)OCO)C